2-((((4-nitrophenoxy)carbonyl)oxy)methyl)-9-oxo-9-(tridecan-7-yloxy)nonyl (9Z,12Z)-octadeca-9,12-dienoate C(CCCCCCC\C=C/C\C=C/CCCCC)(=O)OCC(CCCCCCC(OC(CCCCCC)CCCCCC)=O)COC(=O)OC1=CC=C(C=C1)[N+](=O)[O-]